1-(2,4-difluorophenyl)-3-(4-fluorophenyl)-5-methyl-4-(thien-2-yl)-4,5-dihydro-1H-pyrazole-5-amine FC1=C(C=CC(=C1)F)N1N=C(C(C1(N)C)C=1SC=CC1)C1=CC=C(C=C1)F